1,3-dicyanobutane C(#N)CCC(C)C#N